O1C2=C(OCC1)C=C(C=C2)C2=CC=C1C(CCOC1=C2)NC(O[C@@H]2CN1CCC2CC1)=O (S)-quinuclidin-3-yl (7-(2,3-dihydrobenzo[b][1,4]dioxin-6-yl)chroman-4-yl)carbamate